O(C1=CC=CC=C1)C1=CC=C(C=C1)S(=O)(=O)N1C[C@H](OCC1)C1=CSC2=C1C=CC=C2 |r| rac-3-[4-(4-phenoxyphenyl)sulfonylmorpholin-2-yl]benzothiophene